N-(2-(4-methylpiperazin-1-yl)pyridin-4-yl)-5-(3-(pyridin-3-yl)pyrazolo[1,5-a]pyridin-5-yl)-7H-pyrrolo[2,3-d]pyrimidin-2-amine CN1CCN(CC1)C1=NC=CC(=C1)NC=1N=CC2=C(N1)NC=C2C2=CC=1N(C=C2)N=CC1C=1C=NC=CC1